2-(1-(cyclohexylmethyl)-4-((S)-2-((S)-2,2-dimethylcyclopropane-1-carbonyl)-6-(thiazole-5-carbonyl)-2,6-diazaspiro[3.4]octane-8-carbonyl)piperazin-2-yl)-N-(methylsulfonyl)acetamide C1(CCCCC1)CN1C(CN(CC1)C(=O)[C@@H]1CN(CC12CN(C2)C(=O)[C@@H]2C(C2)(C)C)C(=O)C2=CN=CS2)CC(=O)NS(=O)(=O)C